4-(2-ethylamino)-benzene CCNC1=CC=CC=C1